(S)-2-(2,5-difluoro-4-(6-((4-methylbenzyl)oxy)pyridin-2-yl)benzyl)-1-(4,4-dimethyltetrahydrofuran-3-yl)-1H-benzo[d]imidazole-6-carboxylic acid FC1=C(CC2=NC3=C(N2[C@@H]2COCC2(C)C)C=C(C=C3)C(=O)O)C=C(C(=C1)C1=NC(=CC=C1)OCC1=CC=C(C=C1)C)F